9-octadecyl ether CCCCCCCCC(CCCCCCCCC)OC(CCCCCCCC)CCCCCCCCC